bromo-benzene BrC1=CC=CC=C1